Cl.Cl.N1=CC=C2N1C(=CC=C2)CC2(CCC(CC2)N)N (pyrazolo[1,5-a]pyridin-7-ylmethyl)-cyclohexane-1,4-diamine, dihydrochloride